N=1C=CN2C1[C@@H](CCC2)C2CC21NCCC(C1)C(=O)N ((S)-5,6,7,8-tetrahydroimidazo[1,2-a]pyridin-8-yl)-4-azaspiro[2.5]octane-7-carboxamide